CN(C=1SC2=C(N1)SC(=N2)N2C(C=C(C=C2)C=2C=NNC2)=O)[C@@H]2CNCCC2 1-(5-{Methyl[(3S)-piperidin-3-yl]amino}[1,3]thiazolo[5,4-d][1,3]thiazol-2-yl)-4-(1H-pyrazol-4-yl)pyridin-2(1H)-on